Cl.C(#N)C1=C(C=C(C=C1)N1CCC(CC1)C(=O)NC1=NC=C(C=C1)N1CCC2(CN(C2)C(=O)C2CCNCC2)CC1)C(F)(F)F 1-(4-cyano-3-(trifluoromethyl)phenyl)-N-(5-(2-(piperidine-4-carbonyl)-2,7-diazaspiro[3.5]nonan-7-yl)pyridin-2-yl)piperidine-4-carboxamide hydrochloride